CC1=C(C=C(C=C1)NC(=O)N1C[C@H](CC1)C(F)(F)F)C=1C=NC(=C(C1)N1CCOCC1)OC1CCOCC1 (3S)-N-[4-methyl-3-[5-(morpholin-4-yl)-6-(oxan-4-yloxy)pyridin-3-yl]phenyl]-3-(trifluoromethyl)pyrrolidine-1-carboxamide